[3-(dimethylamino)propyl]-3-ethylurea CN(CCCNC(=O)NCC)C